C(C=C)(=O)N1[C@H](CN(CC1)C=1C2=C(N=C(N1)OC[C@H]1N(CCC1)C)OC1(CC2)C(CCC2=CC=CC=C21)C)CC#N 2-((2S)-1-acryloyl-4-(2-methyl-2'-(((S)-1-methylpyrrolidin-2-yl)methoxy)-3,4,5',6'-tetrahydro-2H-spiro[naphthalene-1,7'-pyrano[2,3-d]pyrimidin]-4'-yl)piperazin-2-yl)acetonitrile